N,N-dimethyl-4-[2-[2-(octyloxy)phenyl]-6-phenyl-4-pyridinyl]aniline CN(C1=CC=C(C=C1)C1=CC(=NC(=C1)C1=CC=CC=C1)C1=C(C=CC=C1)OCCCCCCCC)C